ClC=1C=C2C=3C=CC(=CC3N(C2=CC1)CCCNC(OC(C)(C)C)=O)NC1=CC(=C(C=C1)Cl)Cl tert-butyl 3-(6-chloro-2-(3,4-dichlorophenylamino)-9H-carbazol-9-yl)propylcarbamate